C=C1CCN2CCCC12C(=O)OCC Ethyl 1-methylenetetrahydro-1H-pyrrolizine-7a(5H)-carboxylate